2-cyclopropyl-2-(hydroxyimino)acetic acid C1(CC1)C(C(=O)O)=NO